N=1ON=C2C1C=CC=C2 benzo[c][1,2,5]oxadiazol